N-(4-fluoro-5-(((2S,4R)-4-((6-methoxypyrimidin-4-yl-4,5,6-13C3)oxy)-2-methylpyrrolidin-1-yl)methyl)thiazol-2-yl)acetamide FC=1N=C(SC1CN1[C@H](C[C@H](C1)O[13C]1=NC=N[13C](=[13CH]1)OC)C)NC(C)=O